3-(diethylamino)propane-1-thiol C(C)N(CCCS)CC